2-chloro-3,5,6-trifluorobenzyl (1R)-trans-3-[(Z)-(2-cyano-1-propenyl)]-2,2-dimethylcyclopropanecarboxylate C(#N)\C(=C/[C@H]1C([C@@H]1C(=O)OCC1=C(C(=CC(=C1F)F)F)Cl)(C)C)\C